ethylbenzeneboronic acid C(C)C1=C(C=CC=C1)B(O)O